1-(2,6-difluoro-4-((4-methoxybenzyl)thio)benzyl)-8,9-dimethoxy-1,4-dihydro-2H-[1,3]oxazino[5,4-c]quinolin-2-one FC1=C(CN2C(OCC=3C=NC=4C=C(C(=CC4C32)OC)OC)=O)C(=CC(=C1)SCC1=CC=C(C=C1)OC)F